3-Methyl-6-(2-methyl-2H-indazol-5-yl)-3,4-dihydropyridine-1(2H)-carboxylic acid tert-butyl ester C(C)(C)(C)OC(=O)N1CC(CC=C1C1=CC2=CN(N=C2C=C1)C)C